C(C1=CC=CC=C1)O[C@@H]1O[C@@H]([C@H]([C@@H]([C@H]1O)O)O)CO[C@@H]1OC[C@@]([C@H]1O)(CO)O (2R,3R,4S,5S,6R)-2-(benzyloxy)-6-((((2R,3R,4R)-3,4-dihydroxy-4-(hydroxymethyl)tetrahydrofuran-2-yl)oxy)methyl)tetrahydro-2H-pyran-3,4,5-triol